Cl.N[C@H]1CCC[C@@H](C(NC=2C=NN(C2C=2C=CN=C1C2)C)=O)C(C)C (9R,13S)-13-amino-3-methyl-9-(propan-2-yl)-3,4,7,15-tetraazatricyclo[12.3.1.02,6]octadeca-1(18),2(6),4,14,16-pentaen-8-one hydrochloride